NC(C(=O)O)CC=1C=NC2=C(C=CC=C2C1)O 2-amino-3-(8-hydroxy-3-quinolinyl)propionic acid